(S)-pivalic acid 4-(4-((1-(3-fluoropropyl) pyrrolidin-3-yl) oxy) phenyl)-2H-chromen-7-yl ester FCCCN1C[C@H](CC1)OC1=CC=C(C=C1)C1=CCOC2=CC(=CC=C12)OC(C(C)(C)C)=O